(E)-4-(2-(thiophen-1-ylmethylene)hydrazino)-2-(prop-2-yn-1-ylthio)-6-(trifluoromethyl)pyrimidine S1(C=CC=C1)\C=N\NC1=NC(=NC(=C1)C(F)(F)F)SCC#C